C1(=CC=CC=C1)C1=C2C=CC=CC2=C(C2=CC=CC=C12)OB(O)O (10-phenylanthracene-9-yl)boric acid